5-[6-(ethylamino)-2-fluoropyridin-3-yl]-1-(oxacyclohex-4-yl)-N-[(3S)-2-oxo-5-phenyl-1,3-dihydro-1,4-benzodiazepine-3-yl]Pyrazole-4-carboxamide C(C)NC1=CC=C(C(=N1)F)C1=C(C=NN1C1CCOCC1)C(=O)N[C@@H]1C(NC2=C(C(=N1)C1=CC=CC=C1)C=CC=C2)=O